O=C1N(C[C@@H](C1)CCC)[C@H](C(=O)O)CC (S)-2-[(R)-2-oxo-4-propyl-pyrrolidine-1-yl]butyric acid